C(C)(C)(C)OC(=O)N1CCC(=CC1)C=1C=2N(C=C(C1)C=1C=NN(C1)C)N=CC2C#N 4-(3-cyano-6-(1-methyl-1H-pyrazol-4-yl)pyrazolo[1,5-a]Pyridin-4-yl)-3,6-dihydropyridine-1(2H)-carboxylic acid tert-butyl ester